(R)-2-acetamido-N-benzyl-3-methoxypropionamide methyl-(S)-2-(4-((2-(2-amino-4-oxo-3,4-dihydropteridin-6-yl)ethyl)amino)benzamido)hex-5-ynoate COC([C@H](CCC#C)NC(C1=CC=C(C=C1)NCCC=1N=C2C(NC(=NC2=NC1)N)=O)=O)=O.C(C)(=O)N[C@@H](C(=O)NCC1=CC=CC=C1)COC